ClC=1C=C(CN2N=C3N([C@H](CCC3)C(=O)O)C2=O)C=CC1Cl |r| (5RS)-2-(3,4-Dichlorobenzyl)-3-oxo-2,3,5,6,7,8-hexahydro[1,2,4]triazolo[4,3-a]pyridine-5-Carboxylic acid